2-(4-((((2-(2,6-dioxopiperidin-3-yl)-4-fluoro-1-oxoisoindoline-5-yl)methyl)(methyl)amino)methyl)phenyl)-5-fluorobenzofuran-7-carboxamide O=C1NC(CCC1N1C(C2=CC=C(C(=C2C1)F)CN(C)CC1=CC=C(C=C1)C=1OC2=C(C1)C=C(C=C2C(=O)N)F)=O)=O